NC(C(=O)O)COC1CCCC1 2-amino-3-(cyclopentyloxy)propanoic acid